di(15-hexadecenyl)amine oxide C(CCCCCCCCCCCCCC=C)[NH+](CCCCCCCCCCCCCCC=C)[O-]